1-heneicosanoyl-2-hexadecanoyl-glycero-3-phosphocholine C(CCCCCCCCCCCCCCCCCCCC)(=O)OCC(OC(CCCCCCCCCCCCCCC)=O)COP(=O)([O-])OCC[N+](C)(C)C